(1-aminoethyl)-8-chloro-1-methyl-2-phenylquinolin-4(1H)-one hydrochloride Cl.NC(C)C1=C(N(C2=C(C=CC=C2C1=O)Cl)C)C1=CC=CC=C1